NC=1N=C(SC1C(=O)C1=CC(=NO1)C(=O)NC1CC1)N(C1=CC=C(C=C1)F)[C@@H](C(=O)N)C |r| rac-5-[4-amino-2-(N-(2-amino-1-methyl-2-oxo-ethyl)-4-fluoro-anilino)thiazole-5-carbonyl]-N-cyclopropyl-isoxazole-3-carboxamide